BrC1=C(C=NN(C1=O)C)N[C@@H]1C[C@@H](CN(C1)C)C1=CC=C(C(=O)N2CCC3(CN(C3)C=3C=C4C(N(C(C4=CC3)=O)C3C(NC(CC3)=O)=O)=O)CC2)C=C1 5-[7-[4-[(3R,5R)-5-[(5-bromo-1-methyl-6-oxo-pyridazin-4-yl)amino]-1-methyl-3-piperidyl]benzoyl]-2,7-diazaspiro[3.5]nonan-2-yl]-2-(2,6-dioxo-3-piperidyl)isoindoline-1,3-dione